(2R)-3-methoxy-N-[5-[[(3R)-1-(6-methylpyridazin-3-yl)pyrrolidin-3-yl]amino]-1,3,4-thiadiazol-2-yl]-2-phenyl-propionamide COC[C@H](C(=O)NC=1SC(=NN1)N[C@H]1CN(CC1)C=1N=NC(=CC1)C)C1=CC=CC=C1